FC1=C(CC=2C=NN(C2)C(=O)N[C@@H]2C(N(C3=C(OC2)C=CC(=C3)C#CC(CO)(C)C)C)=O)C=CC(=C1)F (S)-4-(2,4-difluorobenzyl)-N-(7-(4-hydroxy-3,3-dimethylbut-1-yn-1-yl)-5-methyl-4-oxo-2,3,4,5-tetrahydrobenzo[b][1,4]oxazepin-3-yl)-1H-pyrazole-1-carboxamide